2-(4-(aminomethyl)thiazol-2-yl)-N-((3S,4R)-3-fluoro-1-methylpiperidin-4-yl)-1-(2,2,2-trifluoroethyl)-1H-indol-4-amine NCC=1N=C(SC1)C=1N(C=2C=CC=C(C2C1)N[C@H]1[C@H](CN(CC1)C)F)CC(F)(F)F